[N+](=O)([O-])S1C(=CC=C1)C(=O)N 1-nitrothiophene-carboxamide